NC1=C2C(=NC=N1)NN=C2C=2N(C1=CC(=CC=C1C2)C(=O)OC)COCC[Si](C)(C)C Methyl 2-(4-amino-1H-pyrazolo[3,4-d]pyrimidin-3-yl)-1-((2-(trimethylsilyl)ethoxy)methyl)-1H-indole-6-carboxylate